C(C)(C)(C)OC(=O)N1C[C@H](OCC1)C(C)=O (2S)-2-acetylmorpholine-4-carboxylic acid tert-butyl ester